tert-butyl 5-(hydroxymethyl)-3',6'-dihydro-[2,4'-bipyridine]-1'(2'h)-carboxylate OCC=1C=CC(=NC1)C=1CCN(CC1)C(=O)OC(C)(C)C